4-[2-(2-cyclopropylethoxy)-5-(methylsulfonyl)phenyl]-6-methyl-1,6-dihydro-7H-pyrrolo[2,3-c]pyridin-7-one C1(CC1)CCOC1=C(C=C(C=C1)S(=O)(=O)C)C=1C2=C(C(N(C1)C)=O)NC=C2